C(#N)C=1SC=CC1C#CC=1C=C(C=CC1)C[C@@H](CCN1N(C(SCC1)=O)CCC1=CC=C(S1)C(=O)OC)O (S)-Methyl 5-(2-(4-(4-(3-((2-cyanothiophen-3-yl)ethynyl)phenyl)-3-hydroxybutyl)-2-oxo-1,3,4-thiadiazinan-3-yl)ethyl)thiophene-2-carboxylate